C(C)OC(=O)C1=NC=2N(C(=C1)C1CC1)N=C(C2)C2=C(C=C(C=C2)Br)F.NC2=NC(=C1N=CN(C1=N2)CC(=O)NC2=CC(=NN2CC)C)NC(C)C 2-(2-amino-6-(isopropylamino)-9H-purin-9-yl)-N-(1-ethyl-3-methyl-1H-pyrazol-5-yl)acetamide ethyl-2-(4-bromo-2-fluorophenyl)-7-cyclopropylpyrazolo[1,5-a]pyrimidine-5-carboxylate